FC1=CC=C(C=C1)CNC(=O)NC1=CC=C(C=C1)CN1CCN(CC1)CC(C)(C)O {[(4-fluorophenyl)methyl]amino}-N-(4-{[4-(2-hydroxy-2-methylpropyl)piperazinyl]methyl}phenyl)carboxamide